C12(CC3CC(CC(C1)C3)C2)CNC(=O)C2=C(C(=NC=C2)C(=O)O)C=2C(=CC3=C(OCCC1=C3SC=C1)C2)C(NC2=C(C=C(C=C2C)CN)C)=O ((((3r,5r,7r)-adamantan-1-yl)methyl)carbamoyl)-3-(9-((4-(aminomethyl)-2,6-dimethylphenyl)carbamoyl)-4,5-dihydrobenzo[b]thieno[2,3-d]oxepin-8-yl)picolinic acid